4-chloro-6-ethyl-1-phenyl-2-oxo-1,2-dihydropyridine-3-carbonitrile ClC1=C(C(N(C(=C1)CC)C1=CC=CC=C1)=O)C#N